5-chloro-2-fluoro-N-[4-(4-{[(3S,4R)-3-fluoro-1-(2-hydroxy-2-methylpropyl)piperidin-4-yl]oxy}-3-methyl-1H-pyrazolo[3,4-d]pyrimidin-6-yl)phenyl]benzenesulfonamide ClC=1C=CC(=C(C1)S(=O)(=O)NC1=CC=C(C=C1)C1=NC(=C2C(=N1)NN=C2C)O[C@H]2[C@H](CN(CC2)CC(C)(C)O)F)F